1-(5Z,8Z,11Z,14Z-eicosatetraenoyl)-2-heneicosanoyl-glycero-3-phosphoserine CCCCCCCCCCCCCCCCCCCCC(=O)O[C@H](COC(=O)CCC/C=C\C/C=C\C/C=C\C/C=C\CCCCC)COP(=O)(O)OC[C@@H](C(=O)O)N